sodium (2,2-difluoro-3beta,7beta-dihydroxy-5beta-cholan-24-amide) methanesulfonate CS(=O)(=O)[O-].FC1([C@@H](C[C@H]2C[C@@H]([C@H]3[C@@H]4CC[C@H]([C@@H](CCC(=O)N)C)[C@]4(CC[C@@H]3[C@]2(C1)C)C)O)O)F.[Na+]